O=S.[Hg].[Cd] cadmium mercury oxysulfide